1-(N,N-dimethyl-sulfamoyl)-1H-pyrazole-4-carboxylic acid CN(S(=O)(=O)N1N=CC(=C1)C(=O)O)C